CN1N=CC(=C1)C1=CC=2C(=NC=C(C2)C(=O)NC=2C(=NC=C(C2)NC(=O)[C@H]2N(CC(C2)(C)C)C)C)N1 (S)-2-(1-methyl-1H-pyrazol-4-yl)-N-(2-methyl-5-(1,4,4-trimethylpyrrolidine-2-carboxamido)pyridin-3-yl)-1H-pyrrolo[2,3-b]pyridine-5-carboxamide